1,3-dimethylimidazolinium lactate C(C(O)C)(=O)[O-].C[NH+]1CN(CC1)C